NC1=NC2=C(C=CC=C2C(=N1)C(=O)NC(C1=NC(=CC=C1)C(C=1C=NC(=CC1)N1CCOCC1)([2H])[2H])([2H])[2H])F 2-amino-N-[dideuterio-[6-[dideuterio-(6-morpholino-3-pyridyl)methyl]-2-pyridyl]methyl]-8-fluoro-quinazoline-4-carboxamide